C(C1=CC=CC=C1)OC1=C(N=C(C2=C(C=C(C=C12)F)Br)NC(=S)NC(=O)OCC)C(=O)OC methyl 4-(benzyloxy)-8-bromo-1-(3-(ethoxycarbonyl)thioureido)-6-fluoroisoquinoline-3-carboxylate